(S)-6-(4-(2-(2-hydroxyphenyl)-6a,7,9,10-tetrahydro-5H-pyrazino[1',2':4,5]pyrazino[2,3-c]pyridazin-8(6H)-yl)-[1,4'-bipiperidin]-1'-yl)spiro[3.3]heptane-2-carboxylic acid OC1=C(C=CC=C1)C=1C=C2C(=NN1)NC[C@@H]1N2CCN(C1)C1CCN(CC1)C1CCN(CC1)C1CC2(CC(C2)C(=O)O)C1